FC1=C(C=C2C=CN(C(C2=C1)=O)CCC[C@H](C)NC=1C=NNC(C1C(F)(F)F)=O)C1=NC=C(C=C1)C(F)(F)F 7-fluoro-2-[(4S)-4-[[6-oxo-5-(trifluoromethyl)-1H-pyridazin-4-yl]amino]pentyl]-6-[5-(trifluoromethyl)-2-pyridinyl]isoquinolin-1-one